C(C(C)C)N(CCN(CC(C)C)CC(C)C)CC(C)C tetraisobutylethylenediamine